ClC=1C=CC(=C(C1)C1=C(C(NC=C1)=O)F)N1N=NC(=C1)C(F)(F)F 4-(5-chloro-2-(4-(trifluoromethyl)-1H-1,2,3-triazol-1-yl)phenyl)-3-fluoropyridin-2(1H)-one